5-((1-((1-(methylsulfonyl)-1H-pyrazol-4-yl)methyl)piperidin-4-yl)ethynyl)-N-(4-(methylsulfonyl)phenyl)-2,6-naphthyridin-3-amine CS(=O)(=O)N1N=CC(=C1)CN1CCC(CC1)C#CC1=C2C=C(N=CC2=CC=N1)NC1=CC=C(C=C1)S(=O)(=O)C